N-(4-((1-(3-(2-(2-((2-(2,6-dioxopiperidin-3-yl)-1-oxoisoindolin-4-yl)amino)ethoxy)ethoxy)propanoyl)piperidin-4-yl)oxy)phenyl)-2-((1s,4S)-4-(6-fluoroquinolin-4-yl)cyclohexyl)propanamide O=C1NC(CCC1N1C(C2=CC=CC(=C2C1)NCCOCCOCCC(=O)N1CCC(CC1)OC1=CC=C(C=C1)NC(C(C)C1CCC(CC1)C1=CC=NC2=CC=C(C=C12)F)=O)=O)=O